CC1=CC=C(CN2N=C3N([C@@H](CCC3)C(=O)N3CC(C(C3)(F)F)(F)F)C2=O)C=C1 (5S)-2-(4-Methylbenzyl)-5-[(3,3,4,4-tetrafluoropyrrolidin-1-yl)carbonyl]-5,6,7,8-tetrahydro[1,2,4]triazolo[4,3-a]pyridin-3(2H)-one